2-hydroxyisoindole-1,3-dione ON1C(C2=CC=CC=C2C1=O)=O